BrC1=CN=C(S1)CNC 1-(5-bromothiazol-2-yl)-N,N-dimethylamine